C1(=CC=CC=C1)C1(NC(=NC(N1)(N)C1=CC=CC=C1)N)N 2,4-diphenyl-melamine